C(C)OC(=O)C=1N(N=C(C1)CN1N=NC(=C1)C(F)(F)F)C1=NC=CC=C1Cl 2-(3-chloro-2-pyridinyl)-5-[[4-(trifluoromethyl)triazol-1-yl]methyl]pyrazole-3-carboxylic acid ethyl ester